CN1N=NC2=C1C(=CC(=C2)C2=C(C=CC=C2)C2=C(C=CC=C2)C)C(=O)O 1-methyl-5-(2'-methyl-[1,1'-biphenyl]-yl)-1H-benzo[d][1,2,3]triazole-7-carboxylic acid